[3-(2-ethylhexanoyloxy)-2,2-dimethylpropyl] 2-ethylhexanoate C(C)C(C(=O)OCC(COC(C(CCCC)CC)=O)(C)C)CCCC